C(C)OC(C(CC(CCC(C)C)C1=C(CC(CC1)(F)F)C(=O)[O-])(F)F)=O 2-(1-ethoxy-2,2-difluoro-7-methyl-1-oxooctan-4-yl)-5,5-difluorocyclohex-1-ene-1-carboxylate